(1R,3S)-3-(3-{[(5-methyl-1,3-oxazol-2-yl)acetyl]amino}-1H-pyrazol-5-yl)cyclopentyl(1-ethylcyclopropyl)carbamate CC1=CN=C(O1)CC(=O)NC1=NNC(=C1)[C@@H]1C[C@@H](CC1)N(C([O-])=O)C1(CC1)CC